4-bromo-1-methyl-1H-1,3-benzodiazole-6-carbaldehyde BrC1=CC(=CC=2N(C=NC21)C)C=O